1-(4-Fluorophenyl)-1H-1,2,3-triazole FC1=CC=C(C=C1)N1N=NC=C1